2-methyl-4-(piperazin-1-yl)-6-propoxypyrimidine CC1=NC(=CC(=N1)N1CCNCC1)OCCC